CC=1C=C(C=C(C1)C)CC(=O)O 2-(3,5-dimethylphenyl)acetic acid